(E)-3-(6-aminopyridin-3-yl)-N-((5-(5-(4,4-difluoropiperidine-1-carbonyl)pyridin-2-yl)-3-methyl-7-(trifluoromethyl)benzofuran-2-yl)methyl)acrylamide NC1=CC=C(C=N1)/C=C/C(=O)NCC=1OC2=C(C1C)C=C(C=C2C(F)(F)F)C2=NC=C(C=C2)C(=O)N2CCC(CC2)(F)F